NC1=C(C=C(C=N1)NC(C(=O)N1[C@@H](CC[C@H](C1)C)C=1C=CC2=C(N=C(S2)C)C1)=O)C N-(6-amino-5-methyl-3-pyridyl)-2-[(2S,5R)-5-methyl-2-(2-methyl-1,3-benzothiazol-5-yl)-1-piperidyl]-2-oxo-acetamide